C(CCCCCC(=O)O)(=O)O.CC(CO)CO 2-methyl-1,3-propanediol pimelate